2-oxo-2-(pyrrolidin-1-yl)ethyl 2-(((benzyloxy)carbonyl)amino)-3-((tert-butoxycarbonyl)amino)propanoate C(C1=CC=CC=C1)OC(=O)NC(C(=O)OCC(N1CCCC1)=O)CNC(=O)OC(C)(C)C